CC1(OCCO1)CC(=O)[O-] 2-methyl-1,3-dioxolane-2-acetate